2-(2-((5-(3-(aminomethyl)phenyl)benzo[1,2-b:6,5-b']difuran-3-yl)methoxy)phenyl)acetic acid NCC=1C=C(C=CC1)C1=CC2=C(OC=C2COC2=C(C=CC=C2)CC(=O)O)C=2OC=CC21